(S)-(p-nitrobenzyl)-6-thioinosine [N+](=O)([O-])C1=CC=C(C[C@]2([C@H](O)[C@H](O)[C@@H](CO)O2)N2C=NC=3C(S)=NC=NC23)C=C1